C(C)(C)(C)OC(=O)N1CC(C1)C1=NC(=C2N=CN(C2=N1)C)C1=CC=C(C=C1)OC(F)(F)F 3-[9-methyl-6-[4-(trifluoromethoxy)phenyl]purin-2-yl]azetidine-1-carboxylic acid tert-butyl ester